CSCC=1OC=CC1 2-[(methylthio)methyl]furan